[(3R)-3-(tert-butoxycarbonylamino)-5-(4-chlorobenzyl)-8-fluoro-1,1,4-triketo-2,3-dihydro-1λ6,5-benzothiazepin-7-yl]boronic acid C(C)(C)(C)OC(=O)N[C@H]1CS(C2=C(N(C1=O)CC1=CC=C(C=C1)Cl)C=C(C(=C2)F)B(O)O)(=O)=O